Trihexyltetradecylphosphonium tetrafluoroborat F[B-](F)(F)F.C(CCCCC)[P+](CCCCCCCCCCCCCC)(CCCCCC)CCCCCC